cis-1-(6-(2-methyl-2H-pyrazolo[3,4-b]pyridin-5-yl)thieno[2,3-b]pyridin-2-yl)-3-(trifluoromethyl)cyclobutanol CN1N=C2N=CC(=CC2=C1)C1=CC=C2C(=N1)SC(=C2)C2(CC(C2)C(F)(F)F)O